N1C=CC=2C1=NC=C(C2)OC2=C(C(=O)O)C=CC(=C2)N2CCN(CC2)CC2=C(CC(CC2)(C)C)C21CC(C2)(C1)C(F)F 2-((1H-pyrrolo[2,3-b]pyridin-5-yl)oxy)-4-(4-((2-(3-(difluoromethyl)bicyclo[1.1.1]pentan-1-yl)-4,4-dimethylcyclohex-1-en-1-yl)methyl)piperazin-1-yl)benzoic acid